15β,16β-methylene-3-oxo-7β-propionylthio-4-androstene C1[C@@H]2[C@H]1C[C@]1(C)[C@@H]2[C@@H]2[C@H](CC3=CC(CC[C@]3(C)[C@H]2CC1)=O)SC(CC)=O